5-diphosphomevalonate C[C@@](CCOP(=O)(O)OP(=O)(O)O)(CC(=O)O)O